[Si](C)(C)(C(C)(C)C)OCCN1CC(CC1)NC(OCC1=CC=CC=C1)=O benzyl (1-(2-((tert-butyldimethylsilyl)oxy)ethyl)pyrrolidin-3-yl)carbamate